4-[(2R)-3-(3,4-dihydro-1H-isoquinolin-2-yl)-2-hydroxy-propyl]-8-[2-(2-oxopyrrolidin-1-yl)ethoxy]-2,3-dihydro-1,4-benzoxazepin-5-one C1N(CCC2=CC=CC=C12)C[C@H](CN1CCOC2=C(C1=O)C=CC(=C2)OCCN2C(CCC2)=O)O